P(=O)(OC[C@H]1O[C@@]([C@@H]([C@@H]1O)O)(C#N)C1=CC=C2C(=NC=NN21)N)(OC[C@@H](COCC2=CC=CC=C2)OCCCCCCCCCCCCCCCC)O ((2R,3S,4R,5R)-5-(4-aminopyrrolo[2,1-f][1,2,4]triazin-7-yl)-5-cyano-3,4-dihydroxytetrahydrofuran-2-yl)methyl ((R)-3-(benzyloxy)-2-(hexadecyloxy)propyl) hydrogen phosphate